4-(1-phenylethylamino)-6-(1H-pyrazolo[3,4-b]pyridin-5-yl)quinoline-3-carbonitrile C1(=CC=CC=C1)C(C)NC1=C(C=NC2=CC=C(C=C12)C=1C=C2C(=NC1)NN=C2)C#N